FC1([C@H]2[C@@H](C3=C1N(N=C3C(F)(F)F)CS(=O)(=O)N)C2)F 1-((3bS,4aR)-5,5-difluoro-3-(trifluoromethyl)-3b,4,4a,5-tetrahydro-1H-cyclopropa[3,4]cyclopenta[1,2-c]pyrazol-1-yl)methanesulfonamide